C(CCCN1N=C(C=C1C(=O)NC1=C(C=CC=C1)F)C1=CC=NC=C1)N1N=C(C=C1C(=O)NC1=C(C=CC=C1)F)C1=CC=NC=C1 1,1'-(butane-1,4-diyl)bis(N-(2-fluorophenyl)-3-(pyridin-4-yl)-1H-pyrazole-5-carboxamide)